(cyclopropanecarbonyl)-4-(5-ethyl-4-methyl-1H-1,2,3-triazol-1-yl)pyrrolidin C1(CC1)C(=O)N1CCC(C1)N1N=NC(=C1CC)C